ruthenium Diphosphine P.P.[Ru]